NCCNC1=NC(=NC(=C1)C)NC(=O)NC=1N=CC2=CC=CC=C2C1 1-(4-((2-aminoethyl)amino)-6-methylpyrimidin-2-yl)-3-(isoquinolin-3-yl)urea